aluminum zirconium phosphate lithium [Li+].P(=O)([O-])([O-])[O-].[Zr+4].[Al+3]